1-(difluoromethyl)indol-5-amine FC(N1C=CC2=CC(=CC=C12)N)F